N-(5-chloro-6-(2H-1,2,3-triazol-2-yl)pyridin-3-yl)-1-(2-methyl-4-(methylsulfonyl)phenyl)-5-(trifluoromethyl)-1H-pyrazole-4-carboxamide ClC=1C=C(C=NC1N1N=CC=N1)NC(=O)C=1C=NN(C1C(F)(F)F)C1=C(C=C(C=C1)S(=O)(=O)C)C